COC(=O)C=1C=CC=C2C=NN(C12)C#CCC (butane-1-yn-1-yl)-1H-indazole-7-carboxylic acid methyl ester